Ethyl 4-(2,3-difluorophenyl)-6-methyl-2-(thiazol-2-yl)-1,4-dihydropyrimidine-5-carboxylate FC1=C(C=CC=C1F)C1N=C(NC(=C1C(=O)OCC)C)C=1SC=CN1